4-chloro-5-(3-(4-fluoro-2-(trifluoromethyl)benzyl)-5,6-dihydroimidazo[1,2-a]pyrazin-7(8H)-yl)pyridazin-3(2H)-one ClC=1C(NN=CC1N1CC=2N(CC1)C(=CN2)CC2=C(C=C(C=C2)F)C(F)(F)F)=O